2-[3,5-dichloro-4-[(5-cyclobutyl-6-oxo-1H-pyridazin-3-yl)oxy]-phenyl]-3,5-dioxo-4H-1,2,4-triazine-6-carboxylic acid ClC=1C=C(C=C(C1OC1=NNC(C(=C1)C1CCC1)=O)Cl)N1N=C(C(NC1=O)=O)C(=O)O